ClC1=CC=CC=2N(C(=NC21)OCC)C(=O)NCCC2=CC=CC=C2 4-Chloro-2-ethoxy-N-phenethyl-1H-benzo[d]imidazole-1-carboxamide